O=C1C=C(OC2=C1C=CC=C2NC(C2=CC=C(C=C2)OCCCCC2=CC=CC=C2)=O)C2=NN=NN2 4-oxo-8-(4-(4-phenylbutoxy)benzoylamino)-2-(tetrazol-5-yl)-4H-1-benzopyran